(1R,2S,5S)-N-[cyano(phthalazin-1-yl)methyl]-6,6-dimethyl-3-[(2S)-3-phenyl-2-[[(3R)-tetrahydrofuran-3-carbonyl]amino]propanoyl]-3-azabicyclo[3.1.0]hexane-2-carboxamide C(#N)C(NC(=O)[C@@H]1[C@H]2C([C@H]2CN1C([C@H](CC1=CC=CC=C1)NC(=O)[C@H]1COCC1)=O)(C)C)C1=NN=CC2=CC=CC=C12